C(C1=CC=CC=C1)N1CCC=C(C1)C1=C(C(=CC=C1OC)Cl)Cl 1-benzyl-5-(2,3-dichloro-6-methoxyphenyl)-3,6-dihydro-2H-pyridine